(((1-(5-(1-ethyl-6,6-dimethyl-4,5,6,7-tetrahydro-1H-indazol-3-yl)-1,2,4-oxadiazol-3-yl)-1,2,3,4-tetrahydroquinolin-6-yl)methyl)amino)propionic acid C(C)N1N=C(C=2CCC(CC12)(C)C)C1=NC(=NO1)N1CCCC2=CC(=CC=C12)CNC(C(=O)O)C